C(C)OC(=O)[C@H]1[C@@H](O1)C(=O)O (2R,3R)-3-(ethoxycarbonyl)oxirane-2-carboxylic acid